1-Ethyl-N-((S)-1-((1r,4S)-4-methylcyclohexyl)-2-oxo-2-((4-(((3R,5S)-2-oxo-5-(trifluoromethyl)pyrrolidin-3-yl)methyl)pyridin-2-yl)amino)ethyl)-1H-pyrazole-5-carboxamide C(C)N1N=CC=C1C(=O)N[C@H](C(NC1=NC=CC(=C1)C[C@H]1C(N[C@@H](C1)C(F)(F)F)=O)=O)C1CCC(CC1)C